sodium D-glucose 6-phosphate P(=O)([O-])([O-])OC[C@H]([C@H]([C@@H]([C@H](C=O)O)O)O)O.[Na+].[Na+]